ClC=1C(=C(C=CC1)CNC(CNCCC)=O)F N-(3-chloro-2-fluorophenylmethyl)-2-(propylamino)acetamide